1-(3-bromopropyloxy)-2-chlorobenzene BrCCCOC1=C(C=CC=C1)Cl